5-(azetidin-3-yl)-3-[[1-(trifluoromethyl)cyclopropyl]methyl]-1,2,4-oxadiazole N1CC(C1)C1=NC(=NO1)CC1(CC1)C(F)(F)F